ClC=1C=C(C=CC1Cl)NC(=N)NC(=N)NC1=CC(=C(C=C1)Cl)Cl 1,5-bis(3,4-dichlorophenyl)biguanide